C1(CCCC1)CNS(=O)(=O)C1=C(C=CC(=C1)[N+](=O)[O-])N1CCN(CC1)C N-(cyclopentylmethyl)-2-(4-methylpiperazin-1-yl)-5-nitrobenzenesulfonamide